CN(CCOCCC[SiH2]C(OC)OC)C N,N-dimethyl-2-(3-(dimethoxymethylsilyl)propoxy)ethanamine